6-(3,4-difluorophenyl)-3-methyl-1-(2-pyridylmethyl)imidazo[4,5-b]Pyridine FC=1C=C(C=CC1F)C=1C=C2C(=NC1)N(CN2CC2=NC=CC=C2)C